ethyl 2-(2-bromo-4-isopropyl-7-oxothiazolo[4,5-d]pyridazin-6(7H)-yl)acetate BrC=1SC2=C(C(=NN(C2=O)CC(=O)OCC)C(C)C)N1